1,2-di-arachidonyl-sn-glycero-3-phosphoethanolamine C(CCC\C=C/C\C=C/C\C=C/C\C=C/CCCCC)OC[C@@H](OCCCC\C=C/C\C=C/C\C=C/C\C=C/CCCCC)COP(=O)(O)OCCN